NC1=NC=NN2C1=CC=C2[C@H]2[C@@H]([C@@H]([C@@](O2)(C#N)COP(=O)(OC2=CC=CC=C2)N[C@@H](C)C(=O)OCC2CCOCC2)O)O (tetrahydro-2H-pyran-4-yl)methyl ((((2R,3S,4R,5S)-5-(4-aminopyrrolo[2,1-f][1,2,4]triazin-7-yl)-2-cyano-3,4-dihydroxytetrahydrofuran-2-yl)methoxy)(phenoxy) phosphoryl)-L-alaninate